6-chloro-N4-(6-fluoro-4'-(morpholinomethyl)-4-((3S,5R)-3,4,5-trimethylpiperazin-1-yl)-[1,1'-biphenyl]-3-yl)pyrimidine-4,5-diamine ClC1=C(C(=NC=N1)NC=1C=C(C(=CC1N1C[C@@H](N([C@@H](C1)C)C)C)F)C1=CC=C(C=C1)CN1CCOCC1)N